2-((4-fluoropyridin-2-yl)amino)-N-(2-(2-methyl-1H-indol-3-yl)ethyl)pyrimidine-5-carboxamide FC1=CC(=NC=C1)NC1=NC=C(C=N1)C(=O)NCCC1=C(NC2=CC=CC=C12)C